CC1=NNC=2C=CC=C(C12)C=O 3-methyl-1H-indazole-4-carbaldehyde